4-(2-((6-methoxypyridin-3-yl)methyl)-1-oxo-1,2-dihydrophthalazin-6-ylsulfonyl)thiophene-2-carboxylic acid COC1=CC=C(C=N1)CN1C(C2=CC=C(C=C2C=N1)S(=O)(=O)C=1C=C(SC1)C(=O)O)=O